COC(=O)C=1N(C2=C(C=C(C=C2C(C1)=C=O)F)C=C)C 6-fluoro-1-methyl-4-carbonyl-8-vinyl-1,4-dihydroquinoline-2-carboxylic acid methyl ester